N'-{5-bromo-2-methyl-6-[(1-propoxyprop-2-yl)oxy]pyridin-3-yl}-N-ethyl-N-methylformamidine BrC=1C=C(C(=NC1OC(COCCC)C)C)N=CN(C)CC